6-(3-(5-(6-(cyclopropylmethyl)-2,6-diazaspiro[3.3]hept-2-yl)pyridin-2-yl)-4-isopropyl-1H-pyrazol-5-yl)-8-methoxy-[1,2,4]triazolo[1,5-a]pyridine C1(CC1)CN1CC2(CN(C2)C=2C=CC(=NC2)C2=NNC(=C2C(C)C)C=2C=C(C=3N(C2)N=CN3)OC)C1